N-lauroyl-N'-hydroxyethyl-ethylenediamine C(CCCCCCCCCCC)(=O)NCCNCCO